S(=O)(=O)(C1=CC=C(C)C=C1)NCC(=O)O tosyl-glycine